(2S,3S,4S,5S)-6-benzyloxy-4-(3,4-difluoro-2-methoxy-phenyl)-1,1,1-trifluoro-2,3-dimethyl-hexane-2,5-diol C(C1=CC=CC=C1)OC[C@H]([C@@H]([C@@H]([C@@](C(F)(F)F)(O)C)C)C1=C(C(=C(C=C1)F)F)OC)O